BrCCOC1=CC=2N(C=C1)C(=CN2)C2=CC(=NC=N2)NCC2=CC=C(C=C2)C=2C=NN(C2)C 6-[7-(2-bromoethoxy)imidazo[1,2-a]pyridin-3-yl]-N-{[4-(1-methyl-1H-pyrazol-4-yl)phenyl]methyl}pyrimidin-4-amine